C(CCCCCCCCCCC)C(OC(OCCN(CCN(CC)CC)C(C)C)=O)CCCCCCCCC(=O)OCC(CCCCCC)CCCC 2-butyloctyl 12-dodecyl-3-ethyl-6-isopropyl-10-oxo-9,11-dioxa-3,6-diaza-heneicosane-21-oate